C1(CCCCC1)C1=C(C=CC(=C1)CCC1=CC=C(C=C1)C(F)(F)F)NC(C(C(CCCC)F)F)=O N-(2-Cyclohexyl-4-(4-(trifluoromethyl)phenethyl)phenyl)-2,3-difluoroheptanamid